C(O)(O)=O.C(C)OC=COCC diethoxy ethylene carbonate